C(CCCC)C1(N=C2C=CC(=CC2=C1CCCC)CCCC)CCCCC\C=C/C\C=C/C\C=C/C\C=C/CCCC(=O)O 2-pentyl-3,5-dibutyl-indolearachidonic acid